4-Aminomethyl-1-methylcyclohexylamin NCC1CCC(CC1)(C)N